(S)-6-methyl-1,4-oxazepane-6-ol C[C@@]1(CNCCOC1)O